C(C(=C)C)(=O)CCC[SiH2]OCCOC Gamma-methacryloylpropyl-(methoxyethoxy)silane